O=C1N(N=C(C=C1C(=O)OCC)C=1C=NC(=CC1)C(F)(F)F)C1=CC=CC=C1 Ethyl 3-oxo-2-phenyl-6-[6-(trifluoromethyl)pyridin-3-yl]-2,3-dihydropyridazine-4-carboxylate